pregnane-11,20-dione CC([C@H]1CC[C@H]2[C@@H]3CCC4CCCC[C@]4(C)[C@H]3C(C[C@]12C)=O)=O